O1[C@@H](CCC1)C(=O)Cl (S)-tetrahydrofurancarbonyl chloride